butyltris(dimethylamino)tin C(CCC)[Sn](N(C)C)(N(C)C)N(C)C